ClC1=C(C=CC2=C1C(=NCC(N2C)=O)C2=C(C(=CC=C2F)O)F)Cl 6,7-dichloro-5-(2,6-difluoro-3-hydroxy-phenyl)-1-methyl-3H-1,4-benzodiazepin-2-one